1-[(4S)-8-chlorochroman-4-yl]-3-[2-(1-ethoxyvinyl)thiazol-4-yl]urea ClC=1C=CC=C2[C@H](CCOC12)NC(=O)NC=1N=C(SC1)C(=C)OCC